ClC1=C2C(=NC=C1)NC(=C2C2=CC=C1CCN(C1=C2)C(C=C)=O)C2=CC(=NC=C2)N2CCN(CC2)C 1-(6-(4-chloro-2-(2-(4-methylpiperazin-1-yl)pyridin-4-yl)-1H-pyrrolo[2,3-b]pyridin-3-yl)indolin-1-yl)prop-2-en-1-one